3-(3-cyclopropyl-5-(trifluoromethyl)phenyl)-1-((2-(trimethylsilyl)ethoxy)methyl)-1H-1,2,4-triazole C1(CC1)C=1C=C(C=C(C1)C(F)(F)F)C1=NN(C=N1)COCC[Si](C)(C)C